OC(C(NCC=1C=NC=CC1)=O)C1N(CCC1)C(CNC(=O)C1=CC=NC2=CC=C(C=C12)OCCCN1CCCCC1)=O N-(2-(2-(1-hydroxy-2-oxo-2-((pyridin-3-ylmethyl)amino)ethyl)pyrrolidin-1-yl)-2-oxoethyl)-6-(3-(piperidin-1-yl)propoxy)quinoline-4-carboxamide